Oxepane-2,7-dione O1C(CCCCC1=O)=O